2-(4-isopropylpiperidin-1-yl)pyrimidin-5-amine C(C)(C)C1CCN(CC1)C1=NC=C(C=N1)N